3,5-dibromopyridin-2(1H)-one BrC=1C(NC=C(C1)Br)=O